CN(C)C1=CC=2SC(=CC2S1)C=O 5-(N,N-dimethylamino)-thieno[3,2-b]thiophene-2-carbaldehyde